FC(OC[C@]1(COC[C@H](O1)COC1=CC=C(C=C1)C=1C=C(C(NC1C(F)(F)F)=O)C(=O)N)C)F 5-(4-(((2S,6R)-6-((difluoromethoxy)methyl)-6-methyl-1,4-dioxan-2-yl)methoxy)phenyl)-2-oxo-6-(trifluoromethyl)-1,2-dihydropyridine-3-carboxamide